CCCCCCCC/C=C\CCCCCCCCCC(=O)O[C@H](COC(=O)CCC/C=C\C/C=C\C/C=C\C/C=C\C/C=C\CC)COP(=O)([O-])OCC[N+](C)(C)C 1-(5Z,8Z,11Z,14Z,17Z-eicosapentaenoyl)-2-(11Z-eicosenoyl)-glycero-3-phosphocholine